1-(pyrrolin-1-yl)-1-ethanone N1(C=CCC1)C(C)=O